2,3-dihydro-1H-pyrrolo[3,2-b]pyridine hydrochloride Cl.N1CCC2=NC=CC=C21